6-(6-(((6-((3,4-dihydroisoquinolin-2(1H)-yl)methyl)-4-oxo-4H-pyran-3-yl)oxy)methyl)-2-azaspiro[3.3]heptan-2-yl)nicotinonitrile C1N(CCC2=CC=CC=C12)CC1=CC(C(=CO1)OCC1CC2(CN(C2)C2=NC=C(C#N)C=C2)C1)=O